C(C1=CC=CC=C1)N[C@@H](CO)COCC1=CC=CC=C1 (S)-2-(benzylamino)-3-(benzyloxy)propan-1-ol